BrC=1C2=C(C=NC1NC1CCC(CC1)N(C)CCOC)N=C(N2CC(F)(F)F)C#N 7-bromo-6-{[(1r,4r)-4-[(2-methoxyethyl)(methyl)amino]cyclohexyl]amino}-1-(2,2,2-trifluoroethyl)imidazo[4,5-c]pyridine-2-carbonitrile